(S)-3-(4-fluoro-2',5,6'-trimethyl-[1,1'-biphenyl]-3-yl)-3-((S)-2-(3-(2-(3-methylazetidin-1-yl)ethyl)-5-methyl-6-oxopyridazin-1(6H)-yl)-4-methylpentanamido)propionic acid ethyl ester C(C)OC(C[C@H](NC([C@H](CC(C)C)N1N=C(C=C(C1=O)C)CCN1CC(C1)C)=O)C=1C=C(C=C(C1F)C)C1=C(C=CC=C1C)C)=O